(S)-2-((benzo[d]thiazol-5-ylmethyl)(1-(pyridin-2-yl)ethyl)amino)-2-oxoacetic acid S1C=NC2=C1C=CC(=C2)CN(C(C(=O)O)=O)[C@@H](C)C2=NC=CC=C2